1,2-bis(tert-butylmethylphosphino)benzene C(C)(C)(C)P(C1=C(C=CC=C1)P(C)C(C)(C)C)C